N'-hydroxy-N-(3-nitro-6-(trifluoromethyl)pyridin-2-yl)formimidamide ON=CNC1=NC(=CC=C1[N+](=O)[O-])C(F)(F)F